bis(2-cyanato-3-methoxy-5-methylphenyl)methane O(C#N)C1=C(C=C(C=C1OC)C)CC1=C(C(=CC(=C1)C)OC)OC#N